2,4-dichloropyrazine ClC1=NC=CN(C1)Cl